Tert-butyl (R,E)-1-((tert-butyl sulfinyl)imino)-1,3-dihydrospiro-[indene-2,4'-piperidine]-1'-carboxylate C(C)(C)(C)[S@@](=O)\N=C/1\C2=CC=CC=C2CC12CCN(CC2)C(=O)OC(C)(C)C